C(C)OC(CCC(=O)N1CC(CCC1)CCOC1=CC(=C(C=C1)C)CN)=O 4-(3-(2-(3-(Aminomethyl)-4-methylphenoxy)ethyl)piperidin-1-yl)-4-oxobutanoic acid ethyl ester